CC=CCCCCCC (R)-2-nonen